ClC1=C(C=C(C=N1)OCC(=O)N[C@H]1CC[C@@H](N(C1)C(=O)OC(C)(C)C)C(=O)N(N)C(C1=CC(=C(C=C1)Cl)Cl)=O)F tert-butyl (2R,5S)-5-{2-[(6-chloro-5-fluoropyridin-3-yl)oxy]acetamido}-2-[N-(3,4-dichlorobenzoyl)hydrazinecarbonyl]piperidine-1-carboxylate